ClC1=C(C=CC=C1C=1N=C2N(C(C1)=O)C=C(C=C2C)F)C2=C(C(=CC=C2)C=2N=C1N(C(C2)=O)C=C(C=C1C)F)Cl 2,2'-(2,2'-Dichloro-[1,1'-biphenyl]-3,3'-diyl)bis(7-fluoro-9-methyl-4H-pyrido[1,2-a]pyrimidin-4-one)